4-(4-butyl-2,5-dioxoimidazolidin-4-yl)benzoic acid C(CCC)C1(NC(NC1=O)=O)C1=CC=C(C(=O)O)C=C1